C(C=C)[Si](OCCOC)(OCCOC)OCCOC allyl-tris(β-methoxyethoxy)silane